N-((1S,2R)-2-(6-fluoro-2,3-dimethylphenyl)-1-(5-oxo-4,5-dihydro-1,3,4-oxadiazol-2-yl)propyl)-4-(4-methyl-4H-1,2,4-triazol-3-yl)piperidine-1-sulfonamide FC1=CC=C(C(=C1[C@H]([C@@H](C=1OC(NN1)=O)NS(=O)(=O)N1CCC(CC1)C1=NN=CN1C)C)C)C